ClC1=CC(=C(C2=C1O[C@](O2)(C)[C@@H]2CC[C@H](CC2)N)C)C(=O)NCC=2C(NC(=CC2C)C)=O |&1:8| (2RS)-7-chloro-2-(trans-4-aminocyclohexyl)-N-[(4,6-dimethyl-2-oxo-1,2-dihydropyridin-3-yl)methyl]-2,4-dimethyl-1,3-benzodioxole-5-formamide